C(C)OP(OCC)(=O)C1=CC=C(C=C1)S(=O)(=NC1=NC=NC2=CC(=C(C=C12)OC)OC)C diethyl(4-(N-(6,7-dimethoxyquinazolin-4-yl)-S-methylsulfonimidoyl)phenyl)phosphonate